C(C1=CC=CC=C1)NC(=O)C12C(C3C(C=N1)C(CN3CC3=CC(=CC=C3)Cl)C2)CC(C)C N-benzyl-1-(3-chlorobenzyl)-7-isobutyl-1,2,3,3a,7,7a-hexahydro-6H-3,6-methanopyrrolo[3,2-c]pyridine-6-carboxamide